(3-Bromo-1-methyl-1H-pyrazol-5-yl)methano14,5α-epoxy-3-methoxy-17-methyl-7-morphinen-6a-ol BrC1=NN(C(=C1)C=1C(=C2C(=C3C[C@@H]4[C@]56C=C[C@@H]([C@@H]([C@@]5(C13)CCN4C)O6)O)C2)OC)C